((1-methyl-5-(trifluoromethyl)-1H-pyrazol-3-yl)methyl)phosphonic acid diethyl ester C(C)OP(OCC)(=O)CC1=NN(C(=C1)C(F)(F)F)C